NCP(O)(=O)CNCCCCC aminomethyl-(N-n-pentylaminomethyl)phosphinic acid